N-(6-fluoroquinazolin-4-yl)-O-(3-(2-(5,6,7,8-tetrahydro-1,8-naphthyridin-2-yl)ethyl)cyclobutyl)homoserine FC=1C=C2C(=NC=NC2=CC1)N[C@@H](CCOC1CC(C1)CCC1=NC=2NCCCC2C=C1)C(=O)O